IC1=C(COC(C2=CC=C(C(=C2)C(F)(F)F)C=CC=2C(=C(C=CC2)C2=CC=CC=C2)C)C2(NCCCC2)C(=O)O)C=CC=C1 2-((2-Iodobenzyloxy)-4-(2-(2-methyl-[1,1'-biphenyl]-3-yl)vinyl)-5-(trifluoromethyl)benzyl)piperidine-2-carboxylic acid